ClC1=CC2=C(N=C(N=C2N[C@H](C)C2=CC(=CC=C2)C(F)(F)F)C)C=N1 6-chloro-2-methyl-N-{(1R)-1-[3-(trifluoromethyl)phenyl]ethyl}pyrido[3,4-d]pyrimidin-4-amine